COC(C(=O)N1C(CCC(C1)C)C=1C=CC2=C3N(N=C2C1)CCN(C3)C)=O Methyl-2-(5-methyl-2-(2-methyl-1,2,3,4-tetrahydropyrazino[1,2-b]indazol-8-yl)piperidin-1-yl)-2-oxoacetate